tert-butyl 2-(chloromethyl)-1-(oxazol-5-ylmethyl)-1H-benzo[d]imidazole-6-carboxylate ClCC1=NC2=C(N1CC1=CN=CO1)C=C(C=C2)C(=O)OC(C)(C)C